(1E,4Z,6E)-5-hydroxy-1-(4-hydroxy-3-methoxyphenyl)-7-(3-methoxy-4-(prop-2-yn-1-yloxy)phenyl)hepta-1,4,6-trien-3-one O\C(=C/C(/C=C/C1=CC(=C(C=C1)O)OC)=O)\C=C\C1=CC(=C(C=C1)OCC#C)OC